C(C)C1N(CCN(C1)C)C1=CC=C(NC2=NC=C(C(=N2)NC2=NC(=CC=C2)N2C(CCC2)=O)C#N)C=C1 2-[4-(2-ethyl-4-methyl-piperazin-1-yl)anilino]-4-[[6-(2-oxopyrrolidin-1-yl)-2-pyridyl]amino]pyrimidine-5-carbonitrile